N,N-dimethyl-2-(3-oxopyrrolidin-1-yl)pyrimidine-4-carboxamide CN(C(=O)C1=NC(=NC=C1)N1CC(CC1)=O)C